ClC1=CC=C2C=CN=C(C2=C1)OCCC1=CC(=C(C(=C1)N)N)F 5-(2-((7-chloroisoquinolin-1-yl)oxy)ethyl)-3-fluorobenzene-1,2-diamine